7-(8-chloronaphthalen-1-yl)-N-methyl-2-(((S)-1-methylpyrrolidin-2-yl)methoxy)-N-((R)-pyrrolidin-3-yl)-5,6,7,8-tetrahydropyrido[3,4-d]pyrimidin-4-amine ClC=1C=CC=C2C=CC=C(C12)N1CC=2N=C(N=C(C2CC1)N([C@H]1CNCC1)C)OC[C@H]1N(CCC1)C